5,10,15,20-tetraphenyl-21H,23H-porphin nickel (II) [Ni+2].C1(=CC=CC=C1)C=1C2=CC=C(N2)C(=C2C=CC(C(=C3C=CC(=C(C=4C=CC1N4)C4=CC=CC=C4)N3)C3=CC=CC=C3)=N2)C2=CC=CC=C2